C1(CCCCC1)C12CN(CC(CC1)N2C(=O)O)CC2=C(N=C1N2C=CC=N1)C1=CC=C(C=C1)Cl.FC[C@H](CN1C2=NC=NC(=C2N=C1)N)OCP(=O)(O)O (S)-9-(3-fluoro-2-phosphonomethoxypropyl)adenine cyclohexyl-3-{[2-(4-chlorophenyl)imidazo[1,2-a]pyrimidin-3-yl]methyl}-3,8-diazabicyclo[3.2.1]octane-8-carboxylate